C(C)OC(CC1=C(C=NC=C1)/C=C/C(=O)OCC)=O Ethyl (E)-3-[4-(2-ethoxy-2-oxo-ethyl)-3-pyridyl]prop-2-enoate